C(C1=CC=CC=C1)OCCOCCOCCN1N=CC(=C1)C1=NN(C2=CC=C(C=C12)O[Si](C)(C)C(C)(C)C)C1OCCCC1 [3-[1-[2-[2-(2-benzyloxyethoxy)ethoxy]ethyl]pyrazol-4-yl]-1-tetrahydropyran-2-yl-indazol-5-yl]oxy-tert-butyl-dimethyl-silane